OC1=C(C2=C(NN=N2)C=C1)C1=CC=CC=C1 Hydroxyphenyl-Benzotriazole